7-bromo-5-chloro-3,3-dimethyl-1h,2h-pyrrolo[3,2-b]pyridine BrC1=C2C(=NC(=C1)Cl)C(CN2)(C)C